BrC=1C=C(C(=CC1Br)N(CCCCC)CCCCC)N(CCCCC)CCCCC 4,5-dibromo-N1,N1,N2,N2-Tetrapentylbenzene-1,2-diamine